phosphine trisodium salt [Na].[Na].[Na].P